benzyl ((3-(hydroxymethyl)-1-(1-(cis-4-isopropylcyclohexyl)piperidin-4-yl)-1H-indol-2-yl)methyl)(methyl)carbamate OCC1=C(N(C2=CC=CC=C12)C1CCN(CC1)[C@@H]1CC[C@@H](CC1)C(C)C)CN(C(OCC1=CC=CC=C1)=O)C